(3-hydroxy-2-(pyridin-2-yl)-2,4,5,7-tetrahydro-6H-pyrazolo[3,4-c]pyridin-6-yl)(phenyl)methanone OC=1N(N=C2CN(CCC21)C(=O)C2=CC=CC=C2)C2=NC=CC=C2